BrC1=CC(=C(OCC(=O)NC(=S)NC2=CC=C(C=C2)S(=O)(=O)NC2=NC(=CC(=N2)C)C)C=C1)Cl 2-(4-Bromo-2-chlorophenoxy)-N-[[[4-[[(4,6-dimethyl-2-pyrimidinyl)amino]sulfonyl]phenyl]amino]thioxomethyl]acetamide